3-CYCLOPROPYL-4-FLUOROBENZALDEHYDE C1(CC1)C=1C=C(C=O)C=CC1F